methyl (2S)-2-(6-azaspiro[3.4]octane-7-carbonylamino)-3-[(3R)-5,5-dimethyl-2-oxo-pyrrolidin-3-yl]propanoate C1CCC12CNC(C2)C(=O)N[C@H](C(=O)OC)C[C@H]2C(NC(C2)(C)C)=O